COC(C1=C(C=C(C=C1)C(C)=O)F)=O.C(=O)C1=CC=C(C=C1)C1=CC(=C2C=CC3=C(C=C(C4=CC=C1C2=C34)C3=CC=C(C=C3)C=O)C3=CC=C(C=C3)C=O)C3=CC=C(C=C3)C=O 1,3,6,8-Tetra(4-Formylphenyl)pyrene methyl-4-acetyl-2-fluoro-benzoate